CS(=O)(=O)O.ClC=1C(=NC(=NC1)NC1=NC(=NC=C1)C)C1=CC=C2CN(C(C2=C1)=O)[C@@H](C(=O)N[C@H](CO)C1=NC(=CC=C1)N(C)C)C (R)-2-(6-(5-chloro-2-((2-methylpyrimidin-4-yl)amino)pyrimidin-4-yl)-1-oxoisoindolin-2-yl)-N-((S)-1-(6-(dimethylamino)pyridin-2-yl)-2-hydroxyethyl)propanamide methanesulfonate salt